N-(4-(4-amino-7-(1-isobutyrylpiperidin-4-yl)pyrrolo[2,1-f][1,2,4]triazin-5-yl)phenyl)-1-cyclopropyl-2,4-dioxo-3-phenyl-1,2,3,4-tetrahydropyrimidine-5-carboxamide NC1=NC=NN2C1=C(C=C2C2CCN(CC2)C(C(C)C)=O)C2=CC=C(C=C2)NC(=O)C=2C(N(C(N(C2)C2CC2)=O)C2=CC=CC=C2)=O